FC(OCC1CCN2C(O1)=CC(=N2)C(=O)O)(F)F 5-((trifluoromethoxy)methyl)-6,7-dihydro-5H-pyrazolo[5,1-b][1,3]oxazine-2-carboxylic acid